palladium(IV) chloride [Pd](Cl)(Cl)(Cl)Cl